C1(=CC=CC=C1)C1=NC(=NC(=N1)C1=CC=CC=C1)C1=C(C=C(C=C1)OCCOCCCC)O 2,4-Diphenyl-6-[2-hydroxy-4-(2-butoxyethoxy)phenyl]-1,3,5-triazine